4-chloro-2-(2-oxo-4-vinylpyridin-1(2H)-yl)benzoic acid methyl ester COC(C1=C(C=C(C=C1)Cl)N1C(C=C(C=C1)C=C)=O)=O